3-(ethylthio)-6-(trifluoromethyl)imidazo[1,2-a]pyridine C(C)SC1=CN=C2N1C=C(C=C2)C(F)(F)F